CN1CCS(C2=C(C1=O)SC(=C2)C2=NC(=NC=C2C(F)(F)F)NC=2C=C1CCN(CC1=CC2SC)C)(=O)=O 4-methyl-7-(2-((2-methyl-7-(methylthio)-1,2,3,4-tetrahydroisoquinolin-6-yl)amino)-5-(trifluoromethyl)pyrimidin-4-yl)-3,4-dihydrothieno[2,3-f][1,4]thiazepin-5(2H)-one 1,1-dioxide